8-((3R,4R)-4-(4-(tert-butoxy)phenoxy)-3-methylpiperidin-1-yl)-5-methyl-6-oxo-5,6-dihydro-1,5-naphthyridine-2-carbonitrile C(C)(C)(C)OC1=CC=C(O[C@H]2[C@@H](CN(CC2)C2=CC(N(C=3C=CC(=NC23)C#N)C)=O)C)C=C1